2-(ethylsulfanyl)-(5,6,7,8-tetrahydroquinolin-8-yl)-1-ethylamine C(C)SCCNC1CCCC=2C=CC=NC12